3-(1-methyl-6-((R)-2-methylpiperazin-1-yl)-1H-indazol-3-yl)piperidine-2,6-dione hydrochloride Cl.CN1N=C(C2=CC=C(C=C12)N1[C@@H](CNCC1)C)C1C(NC(CC1)=O)=O